3-(1-(1-(benzofuran-2-ylmethyl)-1H-pyrrolo[3,2-c]pyridine-7-carboxamido)cyclopropyl)bicyclo[1.1.1]pentane-1-carboxylic acid O1C(=CC2=C1C=CC=C2)CN2C=CC=1C=NC=C(C12)C(=O)NC1(CC1)C12CC(C1)(C2)C(=O)O